ClC1=CC=C(C=C1)C1=CC=C(C=C1)C(C=1N=NNC1C(=O)O)(F)F 4-((4'-chloro-[1,1'-biphenyl]-4-yl)difluoromethyl)-1H-1,2,3-triazole-5-carboxylic acid